(3R)-6-bromo-N-(oxetan-3-yl)-2,3-dihydrobenzofuran-3-amine BrC1=CC2=C([C@H](CO2)NC2COC2)C=C1